(R)-3-fluoro-5-((3,3,4,4-tetrafluoro-2a-hydroxy-1-methylene-2,2a,3,4-tetrahydro-1H-cyclopenta[cd]inden-7-yl)oxy)benzonitrile FC=1C=C(C#N)C=C(C1)OC1=CC=C2C=3[C@](CC(C13)=C)(C(C2(F)F)(F)F)O